2,2-dimethyl-3-lauroyloxy-propanal CC(C=O)(COC(CCCCCCCCCCC)=O)C